(1S,3R)-3-(2-cyanoacetamido)-N-(4-(7-fluoro-2-methyl-3-(1,1,1-trifluoro-2-hydroxypropan-2-yl)-2H-indazol-5-yl)-5-methylpyridin-2-yl)cyclohexane-1-carboxamide C(#N)CC(=O)N[C@H]1C[C@H](CCC1)C(=O)NC1=NC=C(C(=C1)C1=CC2=C(N(N=C2C(=C1)F)C)C(C(F)(F)F)(C)O)C